(1S,5R)-8-benzyl-2-methyl-3,8-diazabicyclo[3.2.1]octane-3-carboxylic acid tert-butyl ester C(C)(C)(C)OC(=O)N1C([C@@H]2CC[C@H](C1)N2CC2=CC=CC=C2)C